[Mg].[Mn].[Mg] magnesium-manganese-magnesium